1-(6-(2-methoxyphenyl)pyridazin-3-yl)-N-(4-nitrobenzyl)piperidin-3-amine COC1=C(C=CC=C1)C1=CC=C(N=N1)N1CC(CCC1)NCC1=CC=C(C=C1)[N+](=O)[O-]